[K].FC(C(C1=NNC(=N1)C(C(C(F)(F)F)(F)F)(F)F)(F)F)(C(F)(F)F)F 3,5-bis(heptafluoropropyl)-1,2,4-triazole potassium salt